(R)-8-(2-(tert-butyl)pyrimidin-5-yl)-3-(fluoromethyl)-6-oxo-3,4-dihydro-2H,6H-pyrimido[2,1-b][1,3]thiazine-7-carbonitrile C(C)(C)(C)C1=NC=C(C=N1)C=1N=C2SC[C@H](CN2C(C1C#N)=O)CF